CN1N=CC2=CC=CC(=C12)SC 1-methyl-7-(methylthio)-1H-indazole